BrC=1C=C2OC=3C=C4C(=CC3C(C2=CC1)=O)OCO4 7-bromo-10H-[1,3]dioxolo[4,5-b]xanthen-10-one